13-bromo-20-fluoro-14,19-dimethoxy-10,16,16-trioxo-9-oxa-16λ6-thia-5,17-diazatetracyclo[16.3.1.111,15.02,7]tricosa-1(22),2(7),3,5,11,13,15(23),18,20-nonaene-4-carbonitrile BrC=1C=C2C(OCC=3C=NC(=CC3C=3C=C(C(=C(NS(C(C1OC)=C2)(=O)=O)C3)OC)F)C#N)=O